S(=O)(=O)([O-])[O-].[Al+3].[K+].S(=O)(=O)([O-])[O-] Potassium aluminum sulfate